C(#N)C1=CC2=C(CN(CC2C2=C(C=CC=C2)C=2C(=NN(C2)CC)C(F)(F)F)C(/C=C/C(=O)N(C)C)=O)S1 (E)-4-(2-cyano-4-(2-(1-ethyl-3-(trifluoromethyl)-1H-pyrazol-4-yl)phenyl)-4,7-dihydrothieno[2,3-c]pyridin-6(5H)-yl)-N,N-dimethyl-4-oxobut-2-enamide